(3R,4R)-4-hydroxy-3-methylpiperidine-1-carboxylic acid tert-butyl ester C(C)(C)(C)OC(=O)N1C[C@H]([C@@H](CC1)O)C